[C@H](C)(CC)[C@@H]1N(CC2=C(NC1=O)C=CC(=C2)F)C(=O)NC2CCC(CC2)O (S)-3-((S)-sec-butyl)-7-fluoro-N-((1r,4S)-4-hydroxycyclohexyl)-2-oxo-1,2,3,5-tetrahydro-4H-benzo[e][1,4]diazepine-4-carboxamide